benzyl (4-oxopiperidin-1-yl)carbamate O=C1CCN(CC1)NC(OCC1=CC=CC=C1)=O